6-(3-(tert-butoxy)-2-((1,3-dioxoisoindolin-2-yl)oxy)-3-oxopropanOxy)-2-((1-(tert-butoxycarbonyl)azetidin-3-yl)methyl)-1-methylimidazo[1,2-a]Pyridin-1-ium C(C)(C)(C)OC(C(COC=1C=CC=2N(C1)C=C([N+]2C)CC2CN(C2)C(=O)OC(C)(C)C)ON2C(C1=CC=CC=C1C2=O)=O)=O